COC=1C=C(C=CC1C)NC(=O)C1CCC(CC1)N1C(C2=CC=CC(=C2C1)C(F)(F)F)=O (1s,4s)-N-(3-Methoxy-4-methylphenyl)-4-(1-oxo-4-(trifluoromethyl)isoindolin-2-yl)cyclohexanecarboxamide